C(C1=CC=CC=C1)NC1=NC(=CC2=CN=C(C=C12)Cl)C1=C(C(=CC(=C1Cl)OC)OC)Cl N-benzyl-7-chloro-3-(2,6-dichloro-3,5-dimethoxyphenyl)-2,6-naphthyridine-1-amine